NCCC=1C=NC=CC1 3-aminoethylpyridine